N-(2-(4-(dimethylamino)piperidin-1-yl)-5-(3'-methyl-2'-oxo-2',3'-dihydrospiro[cyclobutane-1,1'-pyrrolo[2,3-c]quinolin]-8'-yl)pyridin-3-yl)cyclopropanesulfonamide CN(C1CCN(CC1)C1=NC=C(C=C1NS(=O)(=O)C1CC1)C1=CC=2C3=C(C=NC2C=C1)N(C(C31CCC1)=O)C)C